2-(2,6-dioxopiperidin-3-yl)-7-fluoroisoindoline-1,3-dione O=C1NC(CCC1N1C(C2=C(C=CC=C2C1=O)F)=O)=O